3-(3-(2,4-difluoro-3-(propylsulfonamido)benzoyl)-1H-pyrrolo[2,3-b]pyridin-5-yl)benzoic acid FC1=C(C(=O)C2=CNC3=NC=C(C=C32)C=3C=C(C(=O)O)C=CC3)C=CC(=C1NS(=O)(=O)CCC)F